CN1CCN(CC1)CC1=CC=CC=N1 6-((4-methylpiperazin-1-yl)methyl)pyridin